2-(2-morpholinoethoxy)ethyl (R)-7-(3-((tert-butoxycarbonyl)amino)-4-(2,4,5-trifluorophenyl)butanoyl)-3-(trifluoromethyl)-5,6,7,8-tetrahydroimidazo[1,5-a]pyrazine-1-carboxylate C(C)(C)(C)OC(=O)N[C@@H](CC(=O)N1CC=2N(CC1)C(=NC2C(=O)OCCOCCN2CCOCC2)C(F)(F)F)CC2=C(C=C(C(=C2)F)F)F